C(C1=CC=CC=C1)OC1=C2C(=C(N(C2=CC(=C1)F)CC(F)(F)F)C(COC)(C)C)C1=CC=C(C(=O)O)C=C1 4-[4-benzyloxy-6-fluoro-2-(1-methoxy-2-methylpropan-2-yl)-1-(2,2,2-trifluoroethyl)indol-3-yl]benzoic acid